BrC=1C=C(C(=C(N)C1)[N+](=O)[O-])C(F)(F)F 5-bromo-2-nitro-3-(trifluoromethyl)aniline